Cl.O=C1NC(CCC1C1=NN(C2=CC(=CC=C12)N1CCC(CC1)C(=O)O)C)=O 1-[3-(2,6-dioxo-3-piperidyl)-1-methyl-indazol-6-yl]piperidine-4-carboxylic acid hydrochloride